BrC=1C(=C(C(=O)OC)C(=CC1)O)F Methyl 3-bromo-2-fluoro-6-hydroxybenzoate